4-bromo-5-methoxy-2-(trifluoromethyl)pyridine BrC1=CC(=NC=C1OC)C(F)(F)F